FC1=C(C=CC=C1)[C@H]1CC[C@H](N1C(=O)C1=CC=C(C=C1)C1=C(C=C(C=C1)NS(=O)(=O)C)OC)C(=O)O (2S,5R)-5-(2-fluorophenyl)-1-(2'-methoxy-4'-(methylsulfonylamino)-[1,1'-biphenyl]-4-carbonyl)pyrrolidine-2-carboxylic acid